C(C)(C1=CC=C(C=C1)O)(C1=CC=C(C=C1)O)C1=CC=C(C=C1)O 4,4',4''-ethylidynetrisphenol